C(C1=CC=CC=C1)C1=NC2=C(C=CC(=C2C=C1)NC1CCN(CC1)CC(N1[C@@H](C[C@@H](C1)F)C#N)=O)C(=O)NC benzyl-N-methyl-5-[[1-[2-oxo-2-[(2S,4S)-2-cyano-4-fluoro-pyrrolidin-1-yl]ethyl]-4-piperidinyl]amino]quinoline-8-carboxamide